2-(2-(3,4-dimethoxyphenyl)-3-isopropyl-1H-indol-5-yl)-5-(piperidin-4-yl)-1,3,4-oxadiazole hydrochloride Cl.COC=1C=C(C=CC1OC)C=1NC2=CC=C(C=C2C1C(C)C)C=1OC(=NN1)C1CCNCC1